4-acetamido-N-(2-(difluoromethoxy)-6-methoxypyridin-3-yl)-1-(2-isopropylphenyl)cyclohexane-1-carboxamide C(C)(=O)NC1CCC(CC1)(C(=O)NC=1C(=NC(=CC1)OC)OC(F)F)C1=C(C=CC=C1)C(C)C